O=C1OC2=C(C3=C(C=C2C=C1)C=CO3)OCCCC(=O)N 4-((7-oxo-7H-furo[3,2-g]chromen-9-yl)oxy)butanamide